3-methyl-1-(4-vinylbenzyl)-3H-imidazol-1-ium nitrate [N+](=O)([O-])[O-].CN1C=[N+](C=C1)CC1=CC=C(C=C1)C=C